C(C)(C)N1CCN(CC1)C1CCN(CC1)C1=C(C=C(C(=C1)OC)NC1=NC=NC(=C1)N1OCC[C@@H]1C1=CC2=CC=CC=C2C=C1)NC(C=C)=O N-(2-(4-(4-isopropylpiperazine-1-yl)piperidine-1-yl)-4-methoxy-5-((6-((R)-3-(naphthalene-2-yl)isoxazolidine-2-yl)pyrimidine-4-yl)amino)phenyl)acrylamide